C(C)(C)(C)C1OC2=C(CN1)C=CC=C2C2=CC(=C(C=C2)C(=O)OC)N2C1COCC2CC1 tert-butyl-8-[4-methoxycarbonyl-3-(3-oxa-8-azabicyclo[3.2.1]octan-8-yl)phenyl]-2,4-dihydro-1,3-benzoxazine